COC1=CC=C(C=C1)NCC#CC=1N(C2=CC=CC(=C2C1)NC1CCS(CC1)(=O)=O)CC(F)(F)F 4-[(2-{3-[(4-methoxyphenyl)amino]prop-1-yn-1-yl}-1-(2,2,2-trifluoroethyl)-1H-indol-4-yl)amino]-1λ6-thiane-1,1-dione